N-(2,4-difluoro-3-(5-(4-fluoro-2-methylphenyl)-1H-pyrazolo[3,4-b]-pyridine-3-carbonyl)-phenyl)-propane-1-sulfonamide FC1=C(C=CC(=C1C(=O)C1=NNC2=NC=C(C=C21)C2=C(C=C(C=C2)F)C)F)NS(=O)(=O)CCC